O1C=NC(=C1)CN1C=NC2=C1C=C(C=C2)C(=O)O 3-(1,3-oxazol-4-ylmethyl)-1,3-benzodiazole-5-carboxylic acid